C(C(=C)C)(=O)OCCP(O)(O)=O 2-Methacryloyloxyethyl-Phosphonic Acid